C(C)C(COC=1C=C(C=C(C1)OCC(CCCC)CC)CO)CCCC (3,5-Bis((2-ethylhexyl)oxy)phenyl)methanol